CC1=CC(=NC=C1)N1CC2(CN(C2)C(NN)=S)C1 6-(4-methylpyridin-2-yl)-2,6-diazaspiro[3.3]heptane-2-thiohydrazide